OCCOC1=CC=C(C=C1)SC1=CC=C(C=C1)OCCO bis[4-(2-hydroxyethoxy) phenyl] sulfide